C(C)(C)(C)C1=CC=C(C=C1)C(/C=C/C1=CC(=C(OCC(=O)O)C=C1)OC)=O 2-[4-[(E)-3-(4-Tert-butylphenyl)-3-oxoprop-1-enyl]-2-methoxyphenoxy]acetic acid